2-(6-bromo-8-chloro-imidazo[1,5-a]pyridin-3-yl)-5-(difluoromethyl)thiazole BrC=1C=C(C=2N(C1)C(=NC2)C=2SC(=CN2)C(F)F)Cl